((2R,3S,4R,5R)-5-cyano-3,4-dihydroxy-5-(4-(((pentyloxy)carbonyl)amino)pyrrolo[2,1-f][1,2,4]triazin-7-yl)tetrahydrofuran-2-yl)methyl isobutyrate C(C(C)C)(=O)OC[C@H]1O[C@]([C@@H]([C@@H]1O)O)(C1=CC=C2C(=NC=NN21)NC(=O)OCCCCC)C#N